N-(1-ethylpropyl)-N-methyl-naphthalen-1-amine C(C)C(CC)N(C1=CC=CC2=CC=CC=C12)C